ClC=1C=NN(C1CC1N(C(C2=CC=CC=C12)=O)CC1=CC=C(C=C1)OC(F)F)C 3-((4-chloro-1-methyl-1H-pyrazol-5-yl)methyl)-2-(4-(difluoromethoxy)benzyl)isoindolin-1-one